5,10-di(4-trifluoromethylphenyl)-5,10-dihydrophenazine FC(C1=CC=C(C=C1)N1C=2C=CC=CC2N(C2=CC=CC=C12)C1=CC=C(C=C1)C(F)(F)F)(F)F